2-(9-(4-chloro-3-(2,4-dioxotetrahydropyrimidin-1(2H)-yl)benzoyl)-3,9-diazaspiro[5.5]undecan-3-yl)acetaldehyde ClC1=C(C=C(C(=O)N2CCC3(CCN(CC3)CC=O)CC2)C=C1)N1C(NC(CC1)=O)=O